9-(3-chlorophenyl)methylene-7-p-toluenesulfonyl-8,9-dihydro-7H-naphtho[2',1':5,6][1,4]diazepino[1,7-a]indole ClC=1C=C(C=CC1)C=C1CN(C2=C(C=3N1C=1C=CC=CC1C3)C=3C=CC=CC3C=C2)S(=O)(=O)C2=CC=C(C)C=C2